2-(3-(4-((4-fluorobenzo[d]thiazol-5-yl)amino)thieno[2,3-b]pyridin-2-yl)-2,2-dimethylpyrrolidin-1-yl)ethan-1-ol FC1=C(C=CC2=C1N=CS2)NC2=C1C(=NC=C2)SC(=C1)C1C(N(CC1)CCO)(C)C